Tert-Butyl (S)-3-((3-fluoro-6-((5-methylthiazol-2-yl)amino)-4-(morpholinomethyl)pyridin-2-yl)amino)piperidine-1-carboxylate FC=1C(=NC(=CC1CN1CCOCC1)NC=1SC(=CN1)C)N[C@@H]1CN(CCC1)C(=O)OC(C)(C)C